amino-β-mercaptopropionic acid NC(C(=O)O)CS